2-[2-chloro-4-(trifluoromethoxy)phenoxy]-N-(6-fluoro-3-pyridinyl)-5-(trifluoromethyl)pyridine-3-carboxamide ClC1=C(OC2=NC=C(C=C2C(=O)NC=2C=NC(=CC2)F)C(F)(F)F)C=CC(=C1)OC(F)(F)F